tris(3,3,3-trifluoropropylsilyl) phosphite P(O[SiH2]CCC(F)(F)F)(O[SiH2]CCC(F)(F)F)O[SiH2]CCC(F)(F)F